8-methyl-4,5-dihydro-3H,6H-2,2a,5a-triazaaceanthrylen-6-one CC=1C=C2C(N3CCCN4N=CC(C2=CC1)=C43)=O